N1N=CC(=C1)CC(=O)OC Methyl 2-(1H-pyrazol-4-yl)acetate